CC1=NC=2N(C(=C1)C)C=NC2C(=O)NC=2C=NC(=CC2)C=2SC=CC2 2,4-DIMETHYL-N-(6-(THIOPHEN-2-YL)PYRIDIN-3-YL)IMIDAZO[1,5-a]PYRIMIDINE-8-CARBOXAMIDE